2-chlorophenethyl 2,4,6-tri-O-acetyl-3-azido-3-deoxy-1-thio-α-D-galactopyranoside C(C)(=O)O[C@H]1[C@@H](SCCC2=C(C=CC=C2)Cl)O[C@@H]([C@@H]([C@@H]1N=[N+]=[N-])OC(C)=O)COC(C)=O